(s)-(3-(1-([1,1'-biphenyl]-4-yl)-3-aminopropan-2-yl)-1,2,3-oxadiazol-3-ium-5-yl)((3-(trifluoromethyl)phenyl)carbamoyl)amide formate C(=O)O.C1(=CC=C(C=C1)C[C@@H](CN)[N+]1=NOC(=C1)[N-]C(NC1=CC(=CC=C1)C(F)(F)F)=O)C1=CC=CC=C1